CC1=C(C=C(C(N1C1=CC(=CC=C1)C(F)(F)F)=O)C(=O)NCC1=CC=C(C=C1)S(=O)(=O)C)C1(OCCO1)C 6-methyl-5-(2-methyl-1,3-dioxolan-2-yl)-N-[4-(methylsulfonyl)benzyl]-2-oxo-1-[3-(trifluoromethyl)phenyl]-1,2-dihydropyridine-3-carboxamide